ClC=1C2=C(N=C(N1)C)N=C(C(=C2)OC2COCC2)OC 4-chloro-7-methoxy-2-methyl-6-((tetrahydrofuran-3-yl)oxy)pyrido[2,3-d]pyrimidine